N1(CCCC2=CC=CC=C12)CCC(C(C=C)=C)=C 1-(1,2,3,4-tetrahydro-1-quinolinyl)-3,4-dimethylenehex-5-ene